8-((2S,5R)-4-benzyl-2,5-diethylpiperazin-1-yl)-6-oxo-5,6-dihydroimidazo[1,2-b]pyridazine-2-carboxylic acid ethyl ester C(C)OC(=O)C=1N=C2N(NC(C=C2N2[C@H](CN([C@@H](C2)CC)CC2=CC=CC=C2)CC)=O)C1